F[C@H](C1=CC2=C(SC(=C2)C(=O)O)C=C1)P(=O)(N1[C@@H](CCC1)C(=O)OCCC)OC1=CC=CC=C1 5-((1S)-fluoro(phenoxy((S)-2-(propoxycarbonyl)pyrrolidin-1-yl)phosphoryl)methyl)benzo[b]thiophene-2-carboxylic acid